Dimethylsilylbis(cyclopentadienyl)zirconium C[SiH](C)[Zr](C1C=CC=C1)C1C=CC=C1